N-(2-((R)-4-Cyanothiazolidin-3-yl)-2-oxoethyl)-6-((RS)-3-methoxypiperidin-1-yl)quinoline-4-carboxamide C(#N)[C@H]1N(CSC1)C(CNC(=O)C1=CC=NC2=CC=C(C=C12)N1C[C@@H](CCC1)OC)=O |&1:24|